S1C=NC2=C1C=C(C=C2)N2CC(CC2)C=2C(=C(C(=O)OC)C=CC2)F Methyl 3-(1-(benzothiazol-6-yl) pyrrolidin-3-yl)-2-fluorobenzoate